(R)-3-(3-fluoro-4-methoxybenzyl)-1-(4-fluorophenylmethyl)-1-((1-methylpyrrolidin-3-yl)methyl)urea FC=1C=C(CNC(N(C[C@H]2CN(CC2)C)CC2=CC=C(C=C2)F)=O)C=CC1OC